O.P(=O)(O)(O)[O-].[Na+] sodium dihydrogen phosphate mono-hydrate